(2S)-2-[[(3S)-5-chloro-8-hydroxy-3-methyl-1-oxo-3,4-dihydroisochromene-7-carbonyl]amino]-3-phenylpropanoic acid ClC1=C2C[C@@H](OC(C2=C(C(=C1)C(=O)N[C@H](C(=O)O)CC1=CC=CC=C1)O)=O)C